1,1,1-trifluoro-3,3-dimethylbutan-2-ol FC(C(C(C)(C)C)O)(F)F